1-((1-(3-(4-chlorophenyl)propyl)-1H-1,2,3-triazol-4-yl)methyl)-1H-tetrazole ClC1=CC=C(C=C1)CCCN1N=NC(=C1)CN1N=NN=C1